C(CCCCCCC)SC1=NC(=NC(=N1)SCCCCCCCC)NC1=CC(=C(C(=C1)C(C)(C)C)O)C(C)(C)C 4-[[4,6-bis(n-octylthio)-1,3,5-triazin-2-yl]amino]-2,6-di-tert-butylphenol